C(#N)C1=CC=C(C=C1)[C@H](C)NC(=O)[C@H]1N(C[C@@H](C1)O)C=C(C(C)C)C1=CC(=NO1)OCC=O (2S,4R)-N-((S)-1-(4-cyanophenyl)ethyl)-4-hydroxy-1-((R)-3-methyl-2-(3-(2-oxoethoxy)isoxazol-5-yl)butenyl)pyrrolidine-2-carboxamide